bis(bromoacetyl)ethylenediamine BrCC(=O)NCCNC(CBr)=O